((S)-1-(((R)-tert-butylsulfinyl)amino)ethyl)-3-(hydroxymethyl)azetidine-1-carboxylic acid tert-butyl ester C(C)(C)(C)OC(=O)N1C(C(C1)CO)[C@H](C)N[S@](=O)C(C)(C)C